methyl-2-{2,6-difluoro-4-[(3S)-3-fluoropyrrolidine-1-sulfonyl]phenyl}-4-methylquinoline-7-carboxylic acid CC=1C(=NC2=CC(=CC=C2C1C)C(=O)O)C1=C(C=C(C=C1F)S(=O)(=O)N1C[C@H](CC1)F)F